2-(2-chloro-4-cyclopropyl-6-fluoro-phenyl)-5-morpholino-3,6-dihydro-1H-triazolo[4,5-d]pyrimidin-7-one ClC1=C(C(=CC(=C1)C1CC1)F)N1NC2=C(N=C(NC2=O)N2CCOCC2)N1